P(=O)(OC)(OC[C@@H](CCCCCCCCCCCCCCCCCCC)OCC1=CC(=CC(=C1)C#N)Cl)O methyl ((R)-2-((3-chloro-5-cyanobenzyl)oxy)henicosyl) hydrogen phosphate